N-(4-cyanophenyl)aminoacetic acid C(#N)C1=CC=C(C=C1)NCC(=O)O